(S,E)-4'-(2-(Hydroxymethyl)-4-(methoxyimino)pyrrolidine-1-carbonyl)-2-(trifluoromethyl)-[1,1'-biphenyl]-3-carbonitrile OC[C@H]1N(C/C(/C1)=N/OC)C(=O)C1=CC=C(C=C1)C1=C(C(=CC=C1)C#N)C(F)(F)F